[Na].[Mg].[Fe] iron magnesium sodium